BrCCOCCOCCOCCS(=O)(=O)C1=C2CNC(C2=CC=C1)=O 4-(2-(2-(2-(2-bromoethoxy)ethoxy)ethoxy)ethylsulfonyl)-1-oxoisoindolin